NC=1C=C(C=C(C1)C(F)(F)F)[C@@H](C)NC1=NC(=NC2=CC(=C(C=C12)OC)C(=O)N1C[C@H](N[C@H](C1)C)C)C (4-(((R)-1-(3-amino-5-(trifluoromethyl)phenyl)ethyl)amino)-6-methoxy-2-methylquinazoline-7-yl)((3R,S)-3,5-dimethylpiperazin-1-yl)methanone